6-(Methylthio)-5-(trifluoromethyl)nicotinic acid CSC1=NC=C(C(=O)O)C=C1C(F)(F)F